ClC=1C=C(C=CC1Cl)NN (3,4-dichlorophenyl)hydrazine